{1-[(5S,8aR)-1-(1-methanesulfonyl-1-methyl-ethyl)-5-methyl-5,6,8a,9-tetrahydro-8H-7,10-Dioxa-2,4,4b-triazaphenanthrene-3-yl]-1H-benzimidazol-2-yl}-methylamine CS(=O)(=O)C(C)(C)C1=NC(=NC=2N3[C@H](COC[C@@H]3COC12)C)N1C(=NC2=C1C=CC=C2)NC